N-(4-((4-([1,2,4]triazolo[4,3-c]pyrimidin-7-yloxy)-3-methylphenyl)amino)-7-ethoxyquinazolin-6-yl)-3-(1-methylpyrrolidin-2-yl)acrylamide N=1N=CN2C=NC(=CC21)OC2=C(C=C(C=C2)NC2=NC=NC1=CC(=C(C=C21)NC(C=CC2N(CCC2)C)=O)OCC)C